C1(=CC=CC=C1)C=1SC2=C(N1)C=CC(=C2)C2=CC=C(C=C2)C2=CC=C(C=C2)N 4'-(2-phenyl-benzothiazole-6-yl)-[1,1']biphenyl-4-yl-amine